S(=O)(=O)(O)C1=C(C(=O)OCC(O)O)C=CC=C1C(=O)[O-].[Na+] sodium dihydroxyethyl sulfoisophthalate